isopropyl (S)-2-(p-chlorophenoxy)propionate ClC1=CC=C(O[C@H](C(=O)OC(C)C)C)C=C1